P(O)(O)(=S)OC[C@@H]1[C@H]([C@H]([C@@H](O1)N1C=NC=2C(=O)NC(N)=NC12)OCCOC)O 2'-O-Methoxyethylguanosine phosphorothioate